N-(4-((2-(1,1-difluoroethyl)-6-(1-methyl-3-(trifluoromethyl)-1H-pyrazol-4-yl)pyrimidin-4-yl)amino)-5-methoxypyridin-2-yl)acetamide FC(C)(F)C1=NC(=CC(=N1)NC1=CC(=NC=C1OC)NC(C)=O)C=1C(=NN(C1)C)C(F)(F)F